C(C)OCC1(CN(CC1)CC=1C=CC(=NC1)C)CCC1=CSC=C1 5-((3-(ethoxymethyl)-3-(2-(thiophen-3-yl)ethyl)pyrrolidin-1-yl)methyl)-2-methylpyridine